N-(5-chloro-1,3,4-thiadiazol-2-yl)-2-((1-(4,4-difluorocyclohexanyl)-4-oxo-4,5-dihydro-1H-pyrazolo[3,4-d]pyrimidin-6-yl)thio)propanamide ClC1=NN=C(S1)NC(C(C)SC=1NC(C2=C(N1)N(N=C2)C2CCC(CC2)(F)F)=O)=O